C(#N)C1=CC(=C(C=C1)C1=CC(=NC(=C1)C1CC1)NC(C=1C(N(C=C(C1)CNC1(CCC1)C)C1CC1)=O)=O)C=1N(C=CN1)C N-{4-[4-cyano-2-(1-methyl-2-imidazolyl)phenyl]-6-cyclopropyl-2-pyridyl}-1-cyclopropyl-5-[(1-methylcyclobutylamino)methyl]-2-oxo-1,2-dihydronicotinamide